chloro-4-phenylpyrido[3,2-d]pyrimidine ClC=1N=C(C2=C(N1)C=CC=N2)C2=CC=CC=C2